CC=1C=CC2=C(C(OC2)=O)C1 6-Methyl-2-benzofuran-1(3H)-on